FC1=C(C=C(C=C1F)F)CC(=O)[O-] 2,3,5-trifluorophenylacetate